2-hydroxy-1,2-di(furan-2-yl)ethanone OC(C(=O)C=1OC=CC1)C=1OC=CC1